CC=1C(=NC=CN1)C1=NN2C(NC(=CC2=O)C2=CC=C(C=C2)O[C@H](C(F)(F)F)C2=CC=CC=C2)=C1C(=O)OCC (S)-ethyl 2-(3-methylpyrazin-2-yl)-7-oxo-5-(4-(2,2,2-trifluoro-1-phenylethoxy) phenyl)-4,7-dihydropyrazolo[1,5-a]pyrimidine-3-carboxylate